6-((1-((1-(2-Hydroxyethyl)cyclopropyl)sulfonyl)cyclopropyl)methyl)-1-methyl-7-oxo-4,5,6,7-tetrahydro-1H-pyrazolo[3,4-c]pyridine-3-carboxylic acid OCCC1(CC1)S(=O)(=O)C1(CC1)CN1C(C2=C(CC1)C(=NN2C)C(=O)O)=O